P(OC1=C(CC(C=C1)(O)C(C)(C)C)C(C)(C)C)([O-])[O-] (2,4-di-tert-butyl-4-hydroxyphenyl) phosphite